(2R,4S)-1-acetyl-4-(3-isopropoxy-4-methoxyphenyl)pyrrolidine-2-carboxylic acid methyl ester COC(=O)[C@@H]1N(C[C@@H](C1)C1=CC(=C(C=C1)OC)OC(C)C)C(C)=O